1-(7-(3-amino-2-cyano-6-iodophenyl)-6-chloro-8-fluoro-2-(((2R,7aS)-2-fluorotetrahydro-1H-pyrrolizin-7a(5H)-yl)methoxy)quinazolin-4-yl)azepane-4-carboxylic acid NC=1C(=C(C(=CC1)I)C1=C(C=C2C(=NC(=NC2=C1F)OC[C@]12CCCN2C[C@@H](C1)F)N1CCC(CCC1)C(=O)O)Cl)C#N